tert-butyl 7-(((2S,3R)-1-amino-3-hydroxy-1-oxobutan-2-yl) amino)-1-oxo-2,5-diazaspiro[3.4]octane-5-Carboxylate NC([C@H]([C@@H](C)O)NC1CN(C2(CNC2=O)C1)C(=O)OC(C)(C)C)=O